4-methyl 4-{[(tert-butoxy)carbonyl]({[(tert-butoxy)carbonyl]amino})amino}piperidine-1,4-dicarboxylate C(C)(C)(C)OC(=O)N(C1(CCN(CC1)C(=O)[O-])C(=O)OC)NC(=O)OC(C)(C)C